2-[[5,6-bis(3-thienyl)-1,2,4-triazin-3-yl]sulfanyl]-N-methyl-propanamide S1C=C(C=C1)C=1N=C(N=NC1C1=CSC=C1)SC(C(=O)NC)C